Cl.NC=1C(=NC(=CC1)OC)OC 3-amino-2,6-dimethoxypyridine hydrochloride